C(C)(C)(C)SC1=C(N(C2=CC=C(C=C12)OC)CC1=CC=C(C=C1)Cl)CC(C)(C1=NN=NN1)C 3-(tert-butylsulfanyl)-1-(4-chlorobenzyl)-5-methoxy-2-(2-methyl-2-(1H-tetrazol-5-yl)propyl)-1H-indole